(3R,3aR,6S,6aR)-hexahydro-furo[3,2-b]furan-3,6-diol O1[C@H]2[C@@H]([C@@H](C1)O)OC[C@@H]2O